phenyl-(3,5-xylyl)phosphinic acid C1(=CC=CC=C1)P(O)(=O)C1=CC(=CC(=C1)C)C